O1[C@H](COC2=C1C=CC=C2)CN2C[C@H](CCC2)C=2C=C(OCCCO)C=CC2 3-(3-{(R)-1-[(S)-1-(2,3-dihydrobenzo[1,4]dioxin-2-yl)methyl]piperidin-3-yl}phenoxy)propan-1-ol